CSC1=NN2C(CNCCC2)=C1 2-methylsulfanyl-5,6,7,8-tetrahydro-4H-pyrazolo[1,5-a][1,4]diazepine